FC1(CC(C1)N)F 3,3-bis(fluoranyl)cyclobutanamine